6-(4-chlorobenzyl)-9-(1-methylcyclopropyl)-2-(pyridin-2-yl)-2,6,9-triazaspiro[4.5]decane-7,10-dione ClC1=CC=C(CN2C3(CCN(C3)C3=NC=CC=C3)C(N(CC2=O)C2(CC2)C)=O)C=C1